OCC(C(=O)O)(CC)CCO 2-hydroxymethylhydroxyethylbutanoic acid